3-[8-dimethylamino-3-[(4-methoxyphenyl)-methyl]-2-oxo-8-phenyl-1,3-diazaspiro[4.5]decan-1-yl]-propionamide CN(C1(CCC2(CN(C(N2CCC(=O)N)=O)CC2=CC=C(C=C2)OC)CC1)C1=CC=CC=C1)C